di-iso-butylamine C(C(C)C)NCC(C)C